benzyl (1-((3'-acetamido-3-methyl-[1,1'-biphenyl]-4-yl)oxy)-2,4-dimethylpentan-2-yl)carbamate C(C)(=O)NC=1C=C(C=CC1)C1=CC(=C(C=C1)OCC(CC(C)C)(C)NC(OCC1=CC=CC=C1)=O)C